tert-butyl 4-ethylpiperidine-4-carboxylate C(C)C1(CCNCC1)C(=O)OC(C)(C)C